COC1=C(C=C2C(=NC(=NC2=C1)NCCO)NC(C)C1=C(C(=CC=C1)C(F)(F)F)C)OC1COCC1 2-[7-Methoxy-4-[1-(2-methyl-3-trifluoromethyl-phenyl)-ethylamino]-6-(tetrahydro-furan-3-yloxy)-quinazolin-2-ylamino]-ethanol